ClC1=NC=C(C(=C1)C1=C(C=NC(=C1)C)C(=O)NC=1SC(=NN1)OC1CCC(CC1)CO)OC 2'-chloro-N-(5-(((1r,4r)-4-(hydroxymethyl)cyclohexyl)oxy)-1,3,4-thiadiazol-2-yl)-5'-methoxy-6-methyl-(4,4'-bipyridine)-3-carboxamide